C(C)N(S(=O)(=O)NC=1C(=C(C(=O)C2=CNC3=NC=C(C=C32)C3=CN(C=C3)C)C=CC1)F)C 3-[3-[[ethyl(methyl)sulfamoyl]amino]-2-fluoro-benzoyl]-5-(1-methylpyrrol-3-yl)-1H-pyrrolo[2,3-b]pyridine